C1(CC1)C1=CC=C(S1)S(=O)(=O)N 5-cyclopropylthiophene-2-sulfonamide